N1C(=NC=C1)C1=C(C(=O)O)C=CC=N1 Imidazolyl-nicotinic acid